C1(CC1)C1=C(C=C(C(=C1)[N+](=O)[O-])OC)N1CCC(CC1)N1CCC(CC1)CC1CNCC1 1-(1-(2-cyclopropyl-5-methoxy-4-nitrophenyl)piperidin-4-yl)-4-(pyrrolidin-3-ylmethyl)piperidine